[N+](=O)([O-])C=1C=CC=CC1[N+](=O)[O-] 3,4-dinitrobenzene